COC=1C=C2CCC(C(C2=CC1)C1=CC=C(OCCCCNC(OC(C)(C)C)=O)C=C1)C1=CC=CC=C1 tert-butyl (4-(4-(6-methoxy-2-phenyl-1,2,3,4-tetrahydronaphthalen-1-yl)phenoxy)butyl)carbamate